C1(=CC=CC=C1)C(CCC1=CC=CC=C1)OC=1N=NNC1C(=O)O 4-(1,3-diphenylpropoxy)-1H-1,2,3-triazole-5-carboxylic acid